C1(CCC1)CN(C(OC(C)(C)C)=O)[C@H]1CN(CCC1)C1=CC=C(C=C1)C(C(NC1=NC(=CN=C1)N1CCCC1)=O)C tert-butyl (cyclobutylmethyl)((3R)-1-(4-(1-oxo-1-((6-(pyrrolidin-1-yl)pyrazin-2-yl)amino)propan-2-yl)phenyl)piperidin-3-yl)carbamate